C(C)(C)(C)C1=C(OCC(=O)NC2=CC(=C(C=C2)O)CO)C=CC=C1 2-(2-(tert-butyl)phenoxy)-N-(4-hydroxy-3-(hydroxymethyl)phenyl)acetamide